[Sn].[Cr].[Cu] copper chromium tin